(±)-5-Bromo-2-(sec-butyl)-7-fluoro-3,3-dimethyl-3H-indole BrC=1C=C2C(C(=NC2=C(C1)F)[C@H](C)CC)(C)C |r|